C(C)OC1=NC=CC=C1C1=NC=2C(N(C[C@@]3([C@@H](CN(CC3)C3=C(C=CC=C3)C(F)(F)F)CC)C2C=C1)C[C@@H]1NCCC1)=O |&1:15,16| rac-(3'S,5S)-2-(2-ethoxypyridin-3-yl)-3'-ethyl-7-[[(2R)-pyrrolidin-2-yl]methyl]-1'-[2-(trifluoromethyl)phenyl]spiro[6H-1,7-naphthyridine-5,4'-piperidine]-8-one